methyl 2-benzyl-4-((3-(methylamino) propyl) amino)-9H-pyrimido[4,5-b]indole-7-carboxylate C(C1=CC=CC=C1)C=1N=C(C2=C(NC3=CC(=CC=C23)C(=O)OC)N1)NCCCNC